2-((2-aminoethyl)amino)ethanol NCCNCCO